2-((5-methylpyrimidin-2-yl)amino)butanoic acid CC=1C=NC(=NC1)NC(C(=O)O)CC